BrC1=CC=C(C=C1)C1(CC(C1)F)C(=O)O (4-bromophenyl)-3-fluoro-cyclobutanecarboxylic acid